BrC1=C(C=C2C=NN(C2=C1)COCC[Si](C)(C)C)C(=O)OC Methyl 6-bromo-1-(2-trimethylsilylethoxymethyl)indazole-5-carboxylate